[1-(5-chloro-2-hydroxy-3-pyridinyl)-1,2,4-triazol-3-yl]-[(7S)-3-(3,5-difluorophenyl)-2,7-dimethyl-5,7-dihydro-4H-pyrazolo[3,4-c]pyridin-6-yl]methanone ClC=1C=C(C(=NC1)O)N1N=C(N=C1)C(=O)N1[C@H](C=2C(CC1)=C(N(N2)C)C2=CC(=CC(=C2)F)F)C